FC1=CC=C(CC2=CC3=C(OCCN3C(CN3C[C@H](N(C[C@@H]3CN3[C@@H](COCC3)C)C(=O)OC(C)(C)C)C)=O)N=C2O)C=C1 tert-butyl (2R,5S)-4-(2-(7-(4-fluorobenzyl)-6-hydroxy-2,3-dihydro-1H-pyrido[2,3-b][1,4]oxazin-1-yl)-2-oxoethyl)-2-methyl-5-(((R)-3-methylmorpholino)methyl)piperazine-1-carboxylate